NC1(N(CCNC1)C(=O)[O-])C=1C=NC=CC1 aminopyridin-3-ylpiperazine-1-carboxylate